N[N-]O aminohydroxyl-amide